N[C@H](C(=O)O)[C@@H](CCCCCCC)O (2s,3r)-2-amino-3-hydroxydecanoic acid